5-((4-((2-methylthieno[3,2-b]pyridin-7-yl)oxy)piperidin-1-yl)methyl)isoxazol CC1=CC2=NC=CC(=C2S1)OC1CCN(CC1)CC1=CC=NO1